CN(C(SC1=CC(=C(C=C1)CN(C)C)OC)=O)C S-[4-[(dimethylamino)methyl]-3-methoxy-phenyl] N,N-dimethylcarbamothioate